C(#N)C1=C(C=CC=C1)SC=1C=2N(C=C(C1)C=1C=NN(C1C)C1CCC(CC1)O)N=CC2C#N 4-((2-cyanophenyl)thio)-6-(1-((1r,4r)-4-hydroxycyclohexyl)-5-methyl-1H-pyrazol-4-yl)pyrazolo[1,5-a]pyridine-3-carbonitrile